3-((2S)-2-hydroxy-3-(8-(4'-(trifluoromethyl)biphenyl-4-ylsulfonyl)-1-oxa-8-azaspiro[4.5]decan-3-ylamino)propoxy)-N-methylbenzenesulfonamide O[C@H](COC=1C=C(C=CC1)S(=O)(=O)NC)CNC1COC2(C1)CCN(CC2)S(=O)(=O)C2=CC=C(C=C2)C2=CC=C(C=C2)C(F)(F)F